tert-butyl (1R,2S,3S,5S)-2-fluoro-3-((3-(6-methoxyisoquinolin-7-yl)-1,2,4-triazin-6-yl)(methyl)amino)-8-azabicyclo[3.2.1]octane-8-carboxylate F[C@@H]1[C@H]2CC[C@@H](C[C@@H]1N(C)C1=CN=C(N=N1)C1=C(C=C3C=CN=CC3=C1)OC)N2C(=O)OC(C)(C)C